ClC1=NN2C(C(=N1)Cl)=CC(=C2)CN2C(N(C=CC2=O)C(=O)OC(C)(C)C)=O tert-butyl 3-((2,4-dichloropyrrolo[2,1-f][1,2,4]triazin-6-yl)methyl)-2,4-dioxo-3,4-dihydropyrimidine-1(2H)-carboxylate